CC1=CCC(CC1)C(=O)Cl 4-methyl-3-cyclohexene-1-carbonyl chloride